ClC=1C(=C(C=2C3CCC(C2C1)C3)C=O)C 5-chloro-4-methyl-tricyclo[6.2.1.02,7]undeca-2(7),3,5-triene-3-carbaldehyde